N-(2-fluoroethyl)-N-methyl-5-[(2S,6R)-2-(1-cyclopropylpyrazol-4-yl)-6-methyl-morpholin-4-yl]thiazolo[4,5-d]pyrimidin-2-amine FCCN(C=1SC2=C(N=C(N=C2)N2C[C@@H](O[C@@H](C2)C)C=2C=NN(C2)C2CC2)N1)C